C(C)(C)(C)OC(CC1CCN(CC1)CC1CCN(CC1)C(=O)OCC1=CC=CC=C1)=O benzyl 4-[[4-(2-tert-butoxy-2-oxo-ethyl)-1-piperidyl]methyl]piperidine-1-carboxylate